C1(C=CC(N1CCCC(=O)ONC(CCC(=O)N)=O)=O)=O N-maleimidobutyryloxysuccinamide